C(CCC)[C@@H]1N([C@H](C2=CC=C(C=C2C1)OC)C1=CC(=NC=C1)C)C(C#C)=O 1-((1S,3S)-3-butyl-6-methoxy-1-(2-methylpyridin-4-yl)-3,4-dihydroisoquinolin-2(1H)-yl)prop-2-yn-1-one